4-(4-chloro-2-nitrophenyl)morpholine ClC1=CC(=C(C=C1)N1CCOCC1)[N+](=O)[O-]